FC(S(=O)(=O)OC1=C(C=C(C(=C1)Cl)C(CN1N=CN=N1)=O)Br)(F)F 4-(2-(2H-tetrazol-2-yl) acetyl)-2-bromo-5-chlorophenyl trifluoromethanesulfonate